OCCNS(=O)(=O)C1=CC=C(C=C1)B(O)O (4-(N-(2-hydroxyethyl)sulfamoyl)phenyl)boronic acid